(R)-N-((5-fluoro-6-(thiazol-4-ylmethoxy)-1H-indol-2-yl)methyl)-3-methylpyrrolidine-1-carboxamide FC=1C=C2C=C(NC2=CC1OCC=1N=CSC1)CNC(=O)N1C[C@@H](CC1)C